ClC1=NC=2CCCNC2C(=C1)C 2-chloro-4-methyl-5,6,7,8-tetrahydro-1,5-naphthyridine